CN1CCN(CC1)C(=O)C=1C=CC2=C(NC(=N2)C2=NNC3=NC=C(C=C32)NC(C=C)=O)C1 N-(3-(6-(4-methylpiperazine-1-carbonyl)-1H-benzimidazol-2-yl)-1H-pyrazolo[3,4-b]pyridin-5-yl)acrylamide